4,4'-dihydroxy-3,3'-dimethoxybibenzyl OC1=C(C=C(C=C1)CCC1=CC(=C(C=C1)O)OC)OC